C(#N)C1=CC=C(C=C1)C(N1C[C@@H](N(C[C@H]1COC)C(=O)OC(C)(C)C)C)C1=CC=C(C=C1)F tert-butyl (2S,5S)-4-((4-cyanophenyl)(4-fluorophenyl)methyl)-5-(methoxymethyl)-2-methylpiperazine-1-carboxylate